trifluoroisopropanol CC(C(F)F)(O)F